N-(2-Aminoethyl)-3'-((4-(4,6-diaminopyrimidin-2-yl)thiazol-2-yl)(propyl)amino)-4'-methyl-[1,1'-biphenyl]-4-sulfonamide NCCNS(=O)(=O)C1=CC=C(C=C1)C1=CC(=C(C=C1)C)N(CCC)C=1SC=C(N1)C1=NC(=CC(=N1)N)N